4-[4-[(4'-Chloro[1,1'-biphenyl]-2-yl)methyl]-1-piperazinyl]-N-[[4-[[(1R)-3-(dimethylamino)-1-[(phenylthio)methyl]propyl]amino]-3-nitrophenyl]sulfonyl]benzamide ClC1=CC=C(C=C1)C1=C(C=CC=C1)CN1CCN(CC1)C1=CC=C(C(=O)NS(=O)(=O)C2=CC(=C(C=C2)N[C@H](CCN(C)C)CSC2=CC=CC=C2)[N+](=O)[O-])C=C1